B1(OCCO1)B2OCCO2 bi(1,3,2-dioxaborolane)